S1C2=C(C(=C1)C(C(=O)NC(C)(C)C)N(C(=O)C=1N=C(SC1)C#C)C1=CC=C(C=C1)C(F)(F)F)C=CC=C2 N-(1-(benzo[b]thiophen-3-yl)-2-(tert-butylamino)-2-oxoethyl)-2-ethynyl-N-(4-(trifluoromethyl)phenyl)thiazole-4-carboxamide